C(C)(C)(C)OC(NC1=CC2=C(OCO2)C(=C1)O)=O (7-Hydroxybenzo[d][1,3]dioxol-5-yl)carbamic acid tert-butyl ester